NCC(=O)N1C(C=2N(CC1)C(=C(N2)C2=CC(=C(C(=C2)F)F)F)NC2=NC=C(C(=C2)F)Cl)(C)C 2-amino-1-(3-((5-chloro-4-fluoropyridin-2-yl)amino)-8,8-dimethyl-2-(3,4,5-trifluorophenyl)-5,6-dihydroimidazo[1,2-a]pyrazin-7(8H)-yl)ethan-1-one